6-Amino-2-fluoro-N,N-dimethyl-3-((1R,2R)-2-methyl-1',2'-dihydrospiro[cyclopropane-1,3'-pyrrolo[2,3-b]pyridin]-5'-yl)benzamide NC1=CC=C(C(=C1C(=O)N(C)C)F)C=1C=C2C(=NC1)NC[C@]21[C@@H](C1)C